tridodecyl trithiophosphite P(SCCCCCCCCCCCC)(SCCCCCCCCCCCC)SCCCCCCCCCCCC